NCC1=CC2=C(N(C(=N2)CN2C(N(C3=C2C=NC=C3)C3CC3)=O)CCC(C)C)C=C1 3-((5-(aminomethyl)-1-isopentyl-1H-benzo[d]imidazol-2-yl)methyl)-1-cyclopropyl-1,3-dihydro-2H-imidazo[4,5-c]pyridin-2-one